C(C)OC(=O)C=1C=C2C(=NC1)C[C@@]1(C(NC3=NC=CC=C31)=O)C2 (S)-2'-oxo-1',2',5,7-tetrahydrospiro[cyclopenta[b]pyridine-6,3'-pyrrolo[2,3-b]pyridine]-3-carboxylic acid ethyl ester